(R)-2-((1-(2-cyano-7-methyl-3-(3-phenylazetidin-1-yl)quinoxalin-5-yl)-ethyl)amino)benzoic acid C(#N)C1=NC2=CC(=CC(=C2N=C1N1CC(C1)C1=CC=CC=C1)[C@@H](C)NC1=C(C(=O)O)C=CC=C1)C